C(C)(C)(C)OC(=O)[C@]1(C[C@H](N(CC1)CC1=C(C(=CC=C1)Cl)F)C)CC1=NC(=CC(=C1F)C(F)F)NC1=NN(C(=C1)C)C(C)(C)C tert-butyl-(2R,4R)-4-((6-((1-(tert-butyl)-5-methyl-1H-pyrazol-3-yl) amino)-4-(difluoromethyl)-3-fluoropyridin-2-yl) methyl)-1-(3-chloro-2-fluorobenzyl)-2-methylpiperidine-4-carboxylate